2-formylhydrazinocopper C(=O)NN[Cu]